N#[Cr] chromium nitride